9,9-dimethyl-7-(2-naphthyl)-2-(4,4,5,5-tetramethyl-1,3,2-dioxaborolan-2-yl)fluorene CC1(C2=CC(=CC=C2C=2C=CC(=CC12)B1OC(C(O1)(C)C)(C)C)C1=CC2=CC=CC=C2C=C1)C